ClC=1N=C(C2=C(N1)C=C(C=N2)Cl)NC2CCCC1=CC=CC=C21 2,7-dichloro-N-(1,2,3,4-tetrahydronaphthalen-1-yl)pyrido[3,2-d]pyrimidin-4-amine